ClC=1C(=C2C=NNC2=C(C1F)C(O)C#N)C=1N=CC=2N(C1)C=C(N2)NC(=O)C2C(C2)F N-(6-(5-chloro-7-(cyano(hydroxy)methyl)-6-fluoro-1H-indazol-4-yl)imidazo[1,2-a]pyrazin-2-yl)-2-fluorocyclopropane-1-carboxamide